phosphocholine bis-n-hexadecyldithiophosphate C(CCCCCCCCCCCCCCC)S(=P([S-])([O-])[O-])CCCCCCCCCCCCCCCC.P(=O)(O)(O)OCC[N+](C)(C)C.P(=O)(O)(O)OCC[N+](C)(C)C.P(=O)(O)(O)OCC[N+](C)(C)C